ClCC(=O)N[C@@H](CC1=CC=C(C(=O)O)C=C1)C(=O)OCC1=CC(=NC(=C1)Cl)Cl (S)-4-(2-(2-Chloroacetamido)-3-((2,6-dichloropyridin-4-yl)methoxy)-3-oxopropyl)benzoic acid